tert-butyl 4-[[4-(2,6-dibenzyloxy-3-pyridyl)phenyl]methyl]-4-hydroxypiperidine-1-carboxylate C(C1=CC=CC=C1)OC1=NC(=CC=C1C1=CC=C(C=C1)CC1(CCN(CC1)C(=O)OC(C)(C)C)O)OCC1=CC=CC=C1